N-((3S,5S)-1-((3S,4R)-1-(tert-butyl)-4-(4-chlorophenyl)pyrrolidine-3-carbonyl)-5-(morpholine-4-carbonyl)pyrrolidin-3-yl)-N-(4,4-dimethylcyclohexyl)acetamide hydrochloride Cl.C(C)(C)(C)N1C[C@H]([C@@H](C1)C1=CC=C(C=C1)Cl)C(=O)N1C[C@H](C[C@H]1C(=O)N1CCOCC1)N(C(C)=O)C1CCC(CC1)(C)C